NC(CCC(C(=O)OC(C)(C)C)N1C(C2=CC=CC(=C2C1)OCC1=NC2=C(N1C(=O)OC(C)(C)C)C=CC=C2)=O)=O tert-Butyl 2-((2-(5-amino-1-tert-butoxy-1,5-dioxopentan-2-yl)-1-oxoisoindolin-4-yloxy)methyl)-1H-benzo[d]imidazole-1-carboxylate